thiazolyl-zinc ethyl-(3E)-3-[3-(6-aminopyridin-2-yl)prop-2-yn-1-ylidene]-2,2-dimethylpyrrolidine-1-carboxylate C(C)OC(=O)N1C(/C(/CC1)=C/C#CC1=NC(=CC=C1)N)(C)C.S1C(=NC=C1)[Zn]